γ-aminobutyric acid lactate C(C(O)C)(=O)O.NCCCC(=O)O